CNBr methyl-Aminobromide